FC(C(C(=O)OC)=O)(F)F methyl 3,3,3-trifluoro-2-oxo-propionate